FC1=C(C=CC(=C1)F)C1NCC2=CC=CC=C12 (2,4-difluorophenyl)isoindolin